ClC1=CC(=C(N)C=C1)OC(F)(F)F 4-chloro-2-(trifluoromethoxy)aniline